PARA-NITROBENZYL-GLUTARYL-GLYCINIC ACID [N+](=O)([O-])C1=CC=C(CN(CC(=O)O)C(CCCC(=O)O)=O)C=C1